N-[2-(mesitylenesulfonyloxy)phenyl]-N'-[3-(mesitylenesulfonyloxy)phenyl]urea C1(=C(C(=CC(=C1)C)C)S(=O)(=O)OC1=C(C=CC=C1)NC(=O)NC1=CC(=CC=C1)OS(=O)(=O)C1=C(C=C(C=C1C)C)C)C